FC(S(=O)(=O)O)(F)F.C(=C)N1C=NC=C1 1-vinylimidazole trifluoromethanesulfonate